O1CCOC2=NC(=CC=C21)C=CC(=O)N2C(\C=C\CCC2)=O (E)-1-(3-(2,3-dihydro-[1,4]dioxino[2,3-b]pyridin-6-yl)acryloyl)-1,5,6,7-tetrahydroazepin-2-one